FC(OC=1C(=NC=CC1)OC1C(N(CCC1)C(=O)OC(C)(C)C)C)(F)F tert-butyl 3-((3-(trifluoromethoxy) pyridin-2-yl) oxy)-2-methylpiperidine-1-carboxylate